C1OC2=C(C=C(CC(N)C)C=C2OC1)OC 4,5-ethylenedioxy-3-methoxyamphetamine